C(C=C)(=O)OCCC[Si](OCCC)(OCCC)OCCC γ-acryloxypropyltri-n-propoxysilane